4-aminocarbonyl-2-((2-methoxy-4-(1H-pyrazol-4-yl)phenyl)sulfonyl)isoindoline NC(=O)C1=C2CN(CC2=CC=C1)S(=O)(=O)C1=C(C=C(C=C1)C=1C=NNC1)OC